S([O-])(O)=O.[Na+].N1=C(N)N=C(N)N=C1N melamine sodium bisulfite